5-methoxy-2-(2-methylpyrazol-3-yl)naphthalen-1-ol COC1=C2C=CC(=C(C2=CC=C1)O)C=1N(N=CC1)C